1-methoxy-4-(1-propen-2-yl)benzene tert-butyl-(R)-3-((2-nitrophenyl)sulfonamido)pyrrolidine-1-carboxylate C(C)(C)(C)OC(=O)N1C[C@@H](CC1)NS(=O)(=O)C1=C(C=CC=C1)[N+](=O)[O-].COC1=CC=C(C=C1)C(=C)C